4-(((2-ethoxy-3,4-dioxocyclobut-1-en-1-yl)amino)methyl)benzoic acid C(C)OC1=C(C(C1=O)=O)NCC1=CC=C(C(=O)O)C=C1